OCCN(CCCCCC(=O)OCC(CCCCCCCC)CCCCCCCC)CCN(CCCC(=O)OCCCCCCCCCCC)CCO 2-octyldecyl 6-((2-hydroxyethyl)(2-((2-hydroxyethyl)(4-(undecyloxy)-4-oxobutyl)amino)ethyl)amino)hexanoate